ClC1=C(C=C(C(=C1)Cl)N1C(C=CC1=O)=O)N1C(C=CC1=O)=O N,N'-(4,6-dichloro-1,3-phenylene)bismaleimide